benzyl acetate Benzyl-Acetate C(C1=CC=CC=C1)CC(=O)O.C(C)(=O)OCC1=CC=CC=C1